NC1=CC(=C(C(=C1)F)C1=CC=C2CN(C(C2=C1)=O)C)F 6-(4-amino-2,6-difluorophenyl)-2-methylisoindolin-1-one